O=C1NC(CCC1N1C(N(C2=C1C=CC(=C2)C#CCCCNC(=O)C2CCC(CC2)NC([O-])=O)C)=O)=O [4-[5-[1-(2,6-dioxo-3-piperidyl)-3-methyl-2-oxo-benzimidazol-5-yl]pent-4-ynylcarbamoyl]cyclohexyl]carbamate